NC1=NC=C(C(=N1)OC1CCC1)C(=O)OC methyl 2-amino-4-cyclobutoxypyrimidine-5-carboxylate